1-(5-tert-butyl-2H-pyrazol-3-yl)-3-{4-[5-(2-piperidine-1-yl-ethoxyl)-benzimidazol-1-yl]-phenyl}-urea C(C)(C)(C)C=1C=C(NN1)NC(=O)NC1=CC=C(C=C1)N1C=NC2=C1C=CC(=C2)OCCN2CCCCC2